N1C=CC2=CC(=CC=C12)OC=1C=C(C(=O)OC)C=CC1 methyl 3-((1H-indol-5-yl)oxy)benzoate